hexadecane-6,10-diol CCCCCC(CCCC(CCCCCC)O)O